N-(3-((3-(1H-pyrazol-4-yl)-1H-indazol-6-yl)amino)phenyl)-3-(trifluoromethyl)benzamide N1N=CC(=C1)C1=NNC2=CC(=CC=C12)NC=1C=C(C=CC1)NC(C1=CC(=CC=C1)C(F)(F)F)=O